5-chloro-N-((1r,4r)-4-((6-fluoro-3-(6-methylpyridin-3-yl)-2-oxo-2,3-dihydro-1H-benzo[d]imidazol-1-yl)methyl)cyclohexyl)-2-methylnicotinamide ClC=1C=NC(=C(C(=O)NC2CCC(CC2)CN2C(N(C3=C2C=C(C=C3)F)C=3C=NC(=CC3)C)=O)C1)C